rac-3-[4-(3-fluorophenyl)sulfonylmorpholin-2-yl]benzothiophene FC=1C=C(C=CC1)S(=O)(=O)N1C[C@H](OCC1)C1=CSC2=C1C=CC=C2 |r|